COCC1N(C(C2=CC=C(C=C12)C(F)(F)F)=O)C(=O)OC(C)(C)C tert-butyl 3-(methoxy methyl)-1-oxo-5-(trifluoromethyl)isoindoline-2-carboxylate